CC1(CC1)N 1-methyl-cyclopropan-1-amine